6-benzoyl-2-{5-O-[bis(4-methoxyphenyl)(phenyl)methyl]-3-O-[tert-butyl(dimethyl)silyl]-2-deoxy-2-fluoro-β-D-ribofuranosyl}-6,7,8,9-tetrahydro-2H-2,3,5,6-tetraazabenzo[cd]azulene C(C1=CC=CC=C1)(=O)N1C=2C3=C(N(C=C3CCC1)[C@H]1[C@@H]([C@H](O[Si](C)(C)C(C)(C)C)[C@H](O1)COC(C1=CC=CC=C1)(C1=CC=C(C=C1)OC)C1=CC=C(C=C1)OC)F)N=CN2